ClC=1C=C(C=C(C1)Cl)N1C(NCC1=O)=O 3-(3,5-dichlorophenyl)-2,4-imidazolidinedione